4-((4-((3-bromo-2-methyl-7-oxo-2,7-dihydro-6H-pyrazolo[4,3-d]pyrimidin-6-yl)methyl)-4-hydroxypiperidin-1-yl)methyl)-3-chlorobenzoic acid methyl ester COC(C1=CC(=C(C=C1)CN1CCC(CC1)(O)CN1C=NC=2C(C1=O)=NN(C2Br)C)Cl)=O